N'-(dithio-bis-5,2-thiophenediyl)diacetamide S1C(=CC=C1SSC1=CC=C(S1)CC(=O)N)CC(=O)N